2-(6-(((1R,2R,3S,5S)-2-fluoro-8-methyl-8-azabicyclo[3.2.1]octan-3-yl)(methyl)amino)pyridazin-3-yl)-5-(1H-imidazol-1-yl)phenol F[C@@H]1[C@H]2CC[C@@H](C[C@@H]1N(C1=CC=C(N=N1)C1=C(C=C(C=C1)N1C=NC=C1)O)C)N2C